C(C)(C)(C)OC(=O)N1CC2(CC2(F)F)CCC1C(=O)O 5-(tert-butoxycarbonyl)-1,1-difluoro-5-azaspiro[2.5]octane-6-carboxylic acid